5-isobutyl-5H-pyrido[3'',4'':4',5']pyrrolo[3',2':4,5]imidazo[1,2-a]pyrazine C(C(C)C)N1C2=C(C=3N=C4N(C=CN=C4)C31)C=NC=C2